2-(3,4-dimethoxyphenyl)-1-methyl-5-(piperidin-4-yl)-1H-benzo[d]imidazole bis(2,2,2-trifluoroacetate) FC(C(=O)O)(F)F.FC(C(=O)O)(F)F.COC=1C=C(C=CC1OC)C1=NC2=C(N1C)C=CC(=C2)C2CCNCC2